4-(2-Hydroxypropan-2-yl)-N-((4-isopropyl-2-methyl-1-(pyridin-4-yl)-1H-imidazol-5-yl)carbamoyl)furan-2-sulfonamide, ammonium salt [NH4+].OC(C)(C)C=1C=C(OC1)S(=O)(=O)NC(NC1=C(N=C(N1C1=CC=NC=C1)C)C(C)C)=O